[Cl-].C(C)(C)(C)C=1C=C(C=C(C1O)C(C)(C)C)C[NH+](C)C 3,5-di-tert-butyl-4-hydroxyphenylmethyl-dimethyl-ammonium chloride